ClC1=CC2=C(N(CO2)CC=2C=C3CN(C(C3=CC2)=O)C2C(NC(CC2)=O)=O)C=C1 6-Chloro-N-((2-(2,6-dioxopiperidin-3-yl)-1-oxoisoindolin-5-yl)methyl)benzo[d]oxazole